5-chloro-4-methyl-3-nitro-2-(trifluoromethyl)pyridine ClC=1C(=C(C(=NC1)C(F)(F)F)[N+](=O)[O-])C